tert-butyl N-methyl-N-[2-[3-[2-(6-methyl-7-oxo-1H-pyrrolo[2,3-c]pyridin-4-yl)-4-nitro-phenoxy] phenoxy]ethyl]carbamate CN(C(OC(C)(C)C)=O)CCOC1=CC(=CC=C1)OC1=C(C=C(C=C1)[N+](=O)[O-])C=1C2=C(C(N(C1)C)=O)NC=C2